I/C=C/C(=C\C=C\[C@@H](CC(=O)OCC)C)/C (3R,4E,6Z,8E)-Ethyl 9-Iodo-3,7-dimethylnona-4,6,8-trienoate